((3S,4S)-1-formyl-4-hydroxypyrrolidin-3-yl)-5-hydroxy-6-(hydroxymethyl)-3-methoxytetrahydro-2H-pyran-2-carboxamide C(=O)N1C[C@@H]([C@@H](C1)O)C1(OC(C(CC1OC)O)CO)C(=O)N